tin-silver-indium [In].[Ag].[Sn]